tert-butyl (Z)-(3-fluoro-2-(((2-(((2-methoxypyridin-3-yl)methyl)amino)benzo[d]oxazol-6-yl)oxy)methyl)allyl)carbamate F\C=C(\CNC(OC(C)(C)C)=O)/COC1=CC2=C(N=C(O2)NCC=2C(=NC=CC2)OC)C=C1